F[C@@H]1[C@@H](C1)NC(=O)NC=1C=NN2C1N=C(C=C2NC)NC=2C=CC=C1C(CCOC21)=O 1-((1R,2S)-2-fluorocyclopropyl)-3-(7-(methylamino)-5-((4-oxochroman-8-yl)amino)pyrazolo[1,5-a]pyrimidin-3-yl)urea